COC1=CC(=NC=C1COC1=CC=CC(=N1)C1=CC(=C(CN2N(C3=CC(=CC=C3C2=O)C(=O)O)C[C@H]2OCC2)C=C1F)F)C#N (S)-2-(4-(6-((4-methoxy-2-cyanopyridin-5-yl)methoxy)pyridin-2-yl)-2,5-difluorobenzyl)-1-((oxetan-2-yl)methyl)-3-oxo-2,3-dihydro-1H-indazole-6-carboxylic acid